ClC=1C(N(N=CC1NC[C@@H]1COCCS1(=O)=O)C1CCN(CC1)S(=O)(=O)C1=NC=C(C=C1)OC(F)F)=O 4-chloro-2-[1-[[5-(difluoromethoxy)-2-pyridyl]sulfonyl]-4-piperidyl]-5-[[(3R)-4,4-dioxo-1,4-oxathian-3-yl]methylamino]pyridazin-3-one